N-t-butoxycarbonyl-2-(2-aminoethoxy)acetic acid C(C)(C)(C)OC(=O)NCCOCC(=O)O